ClC=1C(=NC(=CC1)OC)C(=O)NC 3-Chloro-6-methoxy-N-methyl-pyridine-2-carboxamide